ClC1=CC=2N(C3=CC=CC=C3SC2C=C1)CCCN1CCN(CC1)CCCCCCNC(OC(C)(C)C)=O tert-butyl (6-(4-(3-(2-chloro-10H-phenothiazin-10-yl)propyl)piperazin-1-yl)hexyl)carbamate